bicyclo-[2.2.2]oct-7-ene C12CCC(CC1)C=C2